NC1=C(C(=NN1C(C)C)C1=C2C=CNC2=C(C=C1)CNC(C1=C(C=CC(=C1)F)OC([2H])([2H])[2H])=O)C(=O)N 5-amino-3-(7-((5-fluoro-2-(methoxy-d3)benzamido)methyl)-1H-indol-4-yl)-1-isopropyl-1H-pyrazole-4-carboxamide